2,4,5-trichloro-7-((2-(trimethylsilyl)ethoxy)methyl)-7H-pyrrolo[2,3-d]Pyrimidine ClC=1N=C(C2=C(N1)N(C=C2Cl)COCC[Si](C)(C)C)Cl